(trans-4-((benzylcarbamoyl)(2'-methoxy-5,5'-bipyrimidin-2-yl)amino)cyclohexyl)carbamic acid tert-butyl ester C(C)(C)(C)OC(N[C@@H]1CC[C@H](CC1)N(C1=NC=C(C=N1)C=1C=NC(=NC1)OC)C(NCC1=CC=CC=C1)=O)=O